C1(=CC=CC=C1)[C@@H]([C@@H](NS(=O)(=O)C1=CC=C(C)C=C1)C1=CC=CC=C1)N (1S,2S)-1,2-diphenyl-2-(tosylamino)-1-ethanamine